NC1=NC=CC(=C1O)OC 2-amino-4-methoxypyridin-3-ol